4-((4-methylpiperazin-1-yl)methyl)-3-(trifluoromethylphenyl)urea CN1CCN(CC1)CC1=CC(=C(C=C1)NC(N)=O)C(F)(F)F